ClC1=CC(=C(N=N1)OC1=C(C=CC=C1C)C1CC1)O 6-chloro-3-(2-cyclopropyl-6-methylphenoxy)-pyridazin-4-ol